COC(=O)C1(CC2=C(C(=NC=C2C)C)C1)C(=O)OC 1,4-dimethyl-5,7-dihydrocyclopenta[c]Pyridine-6,6-dicarboxylic acid dimethyl ester